N-(2-((2R,3R,4R,5R)-3,4-BIS((TERT-BUTYL-DIMETHYLSILYL)OXY)-5-(((TERT-BUTYLDIMETHYLSILYL)OXY)-METHYL)TETRAHYDROFURAN-2-YL)-3-OXO-2,3-DIHYDRO-1,2,4-TRIAZIN-5-YL)DODECANAMIDE [Si](C)(C)(C(C)(C)C)O[C@H]1[C@@H](O[C@@H]([C@H]1O[Si](C)(C)C(C)(C)C)CO[Si](C)(C)C(C)(C)C)N1N=CC(=NC1=O)NC(CCCCCCCCCCC)=O